3-(trifluoromethyl)pyrazolo[1,5-a]pyrimidin-5-amine FC(C=1C=NN2C1N=C(C=C2)N)(F)F